FC(C1=CC=C(C=C1)C1=C(CCCC2=C1C=CC(=C2)C(=O)O)[C@@H]2CC[C@H](CC2)C)(C2CN(C2)CCCF)F 9-(4-(difluoro(1-(3-fluoropropyl)azetidin-3-yl)methyl)phenyl)-8-(trans-4-methylcyclohexyl)-6,7-dihydro-5H-benzo[7]annulene-3-carboxylic acid